FC=1C=CC(=NC1)C1=NN(C(=C1C)N1C(C2=CC=CC=C2C1=O)=O)C 2-[3-(5-fluoropyridin-2-yl)-1,4-dimethyl-1H-pyrazol-5-yl]-1H-isoindole-1,3(2H)-dione